N-methyl-1-(oxetane-2-carbonyl)azetidine-3-carboxamide CNC(=O)C1CN(C1)C(=O)C1OCC1